3-(1-(cyclopropylmethyl)-2-(hydroxymethyl)-1H-indol-7-yl)azetidine-1-carboxylic acid tert-butyl ester C(C)(C)(C)OC(=O)N1CC(C1)C=1C=CC=C2C=C(N(C12)CC1CC1)CO